N-(3-chlorophenyl)-3-{[2-(4-chlorophenyl)imidazo[1,2-a]pyrimidin-3-yl]methyl}-3,8-diazabicyclo[3.2.1]octane-8-carboxamide ClC=1C=C(C=CC1)NC(=O)N1C2CN(CC1CC2)CC2=C(N=C1N2C=CC=N1)C1=CC=C(C=C1)Cl